(R)-2-m-fluorophenyl-1,5-pentanediol FC=1C=C(C=CC1)[C@H](CO)CCCO